1-methoxy-4-phenyl-5,6-dihydro-4H-imidazo[4,5,1-ij]quinolin-2(1H)-one CON1C(N2C(CCC3=CC=CC1=C23)C2=CC=CC=C2)=O